BrC1=CC=C2C(CCN(C2=C1)S(=O)(=O)C1=CC=C(C)C=C1)=O 7-bromo-1-tosyl-2,3-dihydroquinolin-4(1H)-one